CC=1C(OC(C1C)=O)O\C=C(\C(=O)OCC)/N1CCC2=CC=CC=C12 ethyl (Z)-3-[(3,4-dimethyl-5-oxo-2H-furan-2-yl)oxy]-2-indolin-1-yl-prop-2-enoate